FC1=C(C(=O)OC2CN(C2)C=2N=C(C3=C(N2)CC[S+]3[O-])N(C3CCOCC3)C)C=CC=C1 [1-[4-[methyl(tetrahydropyran-4-yl)amino]-5-oxido-6,7-dihydro-thieno[3,2-d]pyrimidin-5-ium-2-yl]azetidin-3-yl] 2-fluorobenzoate